FC(CCC#N)(C(F)(F)F)C(F)(F)F 4,5,5,5-tetrafluoro-4-(trifluoromethyl)valeronitrile